(4-(7-(1-(4-Chlorobenzyl)piperidin-3-yl)-2-methylpyrazolo[1,5-a]pyrimidin-3-yl)pyridin-2-yl)methanol ClC1=CC=C(CN2CC(CCC2)C2=CC=NC=3N2N=C(C3C3=CC(=NC=C3)CO)C)C=C1